OC1=C(C=CC=C1)C(/C=C/C1=CC=C(C=C1)\C=C/1\C(NC(S1)=O)=O)=O (5Z)-5-[[4-[(E)-3-(2-Hydroxyphenyl)-3-oxoprop-1-enyl]phenyl]methylidene]-1,3-thiazolidine-2,4-dione